CC(C=O)(CC=C)C 2,2-dimethyl-4-pentenal